C1(=CC(=CC=C1)C=O)C1=CC=CC=C1 3-Biphenyl-Formaldehyde